2,4-Dimethyl-1H-pyrrole CC=1NC=C(C1)C